C[C@@H]1C(N(C2=C(O1)C=C(C=C2)NC(=O)NC2(CCCC2)C)[C@@H](C)C2=NC(=CC=C2)OC(F)(F)F)=O 1-((R)-2-methyl-3-oxo-4-((S)-1-(6-(trifluoromethoxy)pyridin-2-yl)ethyl)-3,4-dihydro-2H-benzo[b][1,4]oxazin-7-yl)-3-(1-methylcyclopentyl)urea